isopropyl ((S)-(((2R-13S,5R)-5-(6-amino-2-fluoro-9H-purin-9-yl)-2-ethynyl-3-(((hexyloxy)carbonyl)oxy)tetrahydrofuran-2-yl)methoxy)(phenoxy)phosphoryl)-L-alaninate NC1=C2N=CN(C2=NC(=N1)F)[C@H]1CC([C@@](O1)(C#C)CO[P@](=O)(OC1=CC=CC=C1)N[C@@H](C)C(=O)OC(C)C)OC(=O)OCCCCCC